C(C)OP(=O)(OCC)[O-].[Mn+] manganese diethylphosphate